2-(2-(3-Carbamoyl-1H-pyrazol-1-yl)-1-(4-(4-((methoxycarbonyl)amino)phenyl)-1H-pyrazol-1-yl)ethyl)-5-(3-chloro-2-fluoro-6-(1H-tetrazol-1-yl)phenyl)pyridine 1-oxide C(N)(=O)C1=NN(C=C1)CC(N1N=CC(=C1)C1=CC=C(C=C1)NC(=O)OC)C1=[N+](C=C(C=C1)C1=C(C(=CC=C1N1N=NN=C1)Cl)F)[O-]